FC1=C(C(=O)NC2=CC(=C(C=C2)OC)C(NO)=O)C(=CC=C1C(F)(F)F)OC1=C(C=C(C=C1)F)C 2-Fluoro-6-(4-fluoro-2-methylphenoxy)-N-(3-(N-hydroxycarbamoyl)-4-methoxyphenyl)-3-(trifluoromethyl)Benzamide